2,2-Dimethyl-tetrahydro-pyran CC1(OCCCC1)C